(1-[2',6'-bis(benzyloxy)-[3,3'-bipyridin]-6-yl]piperidin-4-yl)methanol C(C1=CC=CC=C1)OC1=NC(=CC=C1C=1C=NC(=CC1)N1CCC(CC1)CO)OCC1=CC=CC=C1